N1N=CC=2C1=NC=NC2NC(C(=O)O)CCN(CCCCC2=NC=1NCCCC1C=C2)C[C@@H](C)OC 2-((1H-pyrazolo[3,4-d]pyrimidin-4-yl)amino)-4-(((R)-2-methoxypropyl)(4-(5,6,7,8-tetrahydro-1,8-naphthyridin-2-yl)butyl)amino)butanoic acid